CN([C@@H](CC1=CC(=C(C(=O)N)C=C1)F)CNC(C[C@@H](C1(CC1)C(F)(F)F)C=1SC(=CC1)C)=O)C 4-((S)-2-(dimethylamino)-3-((S)-3-(5-methylthiophen-2-yl)-3-(1-(trifluoromethyl)cyclopropyl)propanamido)propyl)-2-fluorobenzamide